C1(=CC=C(C=C1)[B-](C1=CC=C(C=C1)C)(C1=CC=C(C=C1)C)C1=CC=C(C=C1)C)C.C(C)[NH+](C1=CC=CC=C1)CC N,N-Diethylanilinium tetra(p-tolyl)borate